Cl.CON O-methylhydroxylamine HCl salt